(R)-3-cyclohexyl-7-fluoro-2-methyl-5-phenyl-8-(4,4,5,5-tetramethyl-1,3,2-dioxaborolan-2-yl)-2,3,4,5-tetrahydrobenzo[f][1,2,5]thiadiazepine 1,1-dioxide C1(CCCCC1)[C@H]1N(S(C2=C(N(C1)C1=CC=CC=C1)C=C(C(=C2)B2OC(C(O2)(C)C)(C)C)F)(=O)=O)C